cyclopentadienyl-(phenylethynyl)iron dicarbonate C(=O)([O-])OC(=O)[O-].C1(C=CC=C1)[Fe+2]C#CC1=CC=CC=C1